5-[1-fluoro-3-hydroxy-7-(4-methylpentyl)naphthalen-2-yl]-1λ6,2,5-thiadiazolidine-1,1,3-trione FC1=C(C(=CC2=CC=C(C=C12)CCCC(C)C)O)N1CC(NS1(=O)=O)=O